9-(((S)-1-((2S,4R)-4-hydroxy-2-(((S)-1-(4-(4-methylthiazol-5-yl)phenyl)ethyl)carbamoyl)pyrrolidin-1-yl)-3,3-dimethyl-1-oxobutan-2-yl)amino)-9-oxononanoic acid O[C@@H]1C[C@H](N(C1)C([C@H](C(C)(C)C)NC(CCCCCCCC(=O)O)=O)=O)C(N[C@@H](C)C1=CC=C(C=C1)C1=C(N=CS1)C)=O